O1C(=O)C=C(C2=CC=CC=C12)C1=CC=C(C=C1)C(C=CC1=CC=C(C=C1)OC)=O 1-(4-(4-coumarinyl)-phenyl)-3-(4-methoxyphenyl)-2-propen-1-one